N-(2-(2-oxa-5-azabicyclo[2.2.1]hept-5-yl)-5-(3-(2,6-dichloro-3,5-dimethoxyphenyl)-1-ethyl-2-oxo-1,2-dihydro-1,6-naphthyridin-7-yl)-4-methoxyphenyl)but-2-ynylamide C12OCC(N(C1)C1=C(C=C(C(=C1)OC)C1=NC=C3C=C(C(N(C3=C1)CC)=O)C1=C(C(=CC(=C1Cl)OC)OC)Cl)CC#CC[NH-])C2